COC(CC=1C=C(C(=O)O)C=CC1)=O 3-(2-methoxy-2-oxo-ethyl)benzoic acid